(2R,6S)-3-formyl-2',6'-dimethyl-2-(trifluoromethyl)spiro[4,5-dihydrothieno[2,3-C]pyran-7,4'-piperidine]-1'-carboxylic acid tert-butyl ester C(C)(C)(C)OC(=O)N1C(CC2(CC1C)OCCC1=C2SC(=C1C=O)C(F)(F)F)C